methyl-7-octenyl-dichlorosilane C[Si](Cl)(Cl)CCCCCCC=C